C1=CC=CC=2C3=CC=CC=C3C(C12)COC(=O)N1CC2(CC2)C[C@H]1C(=O)O (6S)-5-(9H-fluoren-9-ylmethoxycarbonyl)-5-azaspiro[2.4]heptane-6-carboxylic acid